(M)-6-chloro-7-((2R)-2-methyl-1-piperidinyl)-4-((2S)-2-methyl-4-(2-propenoyl)-1-piperazinyl)-1-(2-(2-propanyl)phenyl)pyrido[2,3-d]pyrimidin-2(1H)-one ClC1=CC2=C(N(C(N=C2N2[C@H](CN(CC2)C(C=C)=O)C)=O)C2=C(C=CC=C2)C(C)C)N=C1N1[C@@H](CCCC1)C